tert-butyl ((1S,3R)-3-((2-acetyl-6-bromopyridin-3-yl)oxy)cyclopentyl)carbamate C(C)(=O)C1=NC(=CC=C1O[C@H]1C[C@H](CC1)NC(OC(C)(C)C)=O)Br